methyl (2S,4R)-4-(ethylthio)pyrrolidine-2-carboxylate hydrochloride Cl.C(C)S[C@@H]1C[C@H](NC1)C(=O)OC